C1=C(C=CC2=CC=CC=C12)C=O 2-Naphthalenecarboxaldehyde